C(C)OC(=O)C=1N=C(SC1)N1CCN(CC1)S(=O)(=O)C1=C(C=CC=C1Cl)Cl [4-(2,6-dichlorobenzenesulfonyl)-1-piperazinyl]Thiazole-4-carboxylic acid ethyl ester